bromodiazole BrC1=NNC=C1